3-fluoro-2-(3-(3-(3-hydroxypropoxy)-4-(4-methylpiperazin-1-yl)phenyl)-1-toluenesulfonyl-1H-pyrazolo[3,4-c]pyridin-5-yl)phenol FC=1C(=C(C=CC1)O)C=1C=C2C(=CN1)N(N=C2C2=CC(=C(C=C2)N2CCN(CC2)C)OCCCO)S(=O)(=O)CC2=CC=CC=C2